3-(3-isopropyl-5-(1-(tetrahydro-2H-pyran-4-yl)piperidin-4-yl)-1H-indol-2-yl)-1,2-dimethyl-1H-pyrrolo[2,3-b]pyridine C(C)(C)C1=C(NC2=CC=C(C=C12)C1CCN(CC1)C1CCOCC1)C1=C(N(C2=NC=CC=C21)C)C